2-(Phenylthio)aniline C1(=CC=CC=C1)SC1=C(N)C=CC=C1